(5S)-7-[(1S)-1-tert-Butoxycarbonyl-2-methyl-propyl]-6-oxo-2,7-diazaspiro[4.5]decane-2-carboxylic acid tert-butyl ester C(C)(C)(C)OC(=O)N1C[C@]2(CC1)C(N(CCC2)[C@@H](C(C)C)C(=O)OC(C)(C)C)=O